6-[4-(3-cyanophenoxy)piperidin-1-yl]-5-methyl-N-(5,6,7,8-tetrahydroisoquinolin-6-yl)pyridazine-3-carboxamide C(#N)C=1C=C(OC2CCN(CC2)C2=C(C=C(N=N2)C(=O)NC2CC=3C=CN=CC3CC2)C)C=CC1